NC1C(N(CC1)C)=O 3-amino-1-methyl-pyrrolidin-2-one